2,3,7,8-tetrafluoro-S-(trifluoromethyl)-dibenzothiophene triflate OS(=O)(=O)C(F)(F)F.FC1=CC2=C(S(C3=C2C=C(C(=C3)F)F)C(F)(F)F)C=C1F